C(C)(=O)OC[C@H](NC(=O)C=1N=C(SC1)C1=CC=C(C=C1)NC(=O)OC(C)(C)C)C(=O)NCC(=O)OC Methyl O-acetyl-N-(2-(4-((tert-butoxycarbonyl)amino)phenyl)thiazole-4-carbonyl)serylglycinate